NC=1C2=C(C(NN1)=O)N(N=C2C2=CC=C(CNC(C1=C(C=CC(=C1)F)OC)=O)C=C2)C2(CCC2)C N-(4-(4-amino-1-(1-methylcyclobutyl)-7-oxo-6,7-dihydro-1H-pyrazolo[3,4-d]pyridazin-3-yl)benzyl)-5-fluoro-2-methoxybenzamide